CC1=C(C(=C(C1([Hf]C1(C=CC2=CC=3CCCC3C=C12)CCCCCCCC)C)C)C)C pentamethylcyclopentadienyl-(1-n-octyl-1,5,6,7-tetrahydro-s-indacenyl)hafnium